C(C)(=O)NCC(=O)[O-].C(CCC)[P+](CCCC)(CCCC)CCCC tetrabutylphosphonium N-acetylglycine salt